FC(C1=C(OC(=O)C2=CC=CC=C12)C1=CC=C(C=C1)[N+](=O)[O-])(F)F 4-trifluoromethyl-3-(4-nitrophenyl)-isocoumarin